tert-butyl (R)-(3-oxo-3-((4-(1-phenylpyrrolidin-2-yl)thiazol-2-yl)amino)propyl)carbamate O=C(CCNC(OC(C)(C)C)=O)NC=1SC=C(N1)[C@@H]1N(CCC1)C1=CC=CC=C1